2-[(3,5-dibromopyrazol-1-yl)methoxy]ethyltrimethylsilane BrC1=NN(C(=C1)Br)COCC[Si](C)(C)C